hypoiodite I[O-]